isopropyl α-propanoyloxyisobutyrate C(CC)(=O)OC(C(=O)OC(C)C)(C)C